4-(tetramethyl-1,3,2-dioxaborolan-2-yl)-1,2-oxazole CC1(C(OB(O1)C=1C=NOC1)(C)C)C